hexylpropionic acid C(CCCCC)C(C(=O)O)C